CN1N=C(N=C1)CC=1C(N=C(N(N1)CC1=C(C=C(C(=C1)F)F)F)SC)=O 6-((1-methyl-1H-1,2,4-triazol-3-yl)methyl)-3-(methylthio)-2-(2,4,5-trifluorobenzyl)-1,2,4-triazin-5(2H)-one